5-amino-6-(5-methyl-1H-indazol-4-yl)-2-(1-methyl-3-(pyridin-2-ylamino)-1H-pyrazol-4-yl)pyrimidine-4-carboxamide NC=1C(=NC(=NC1C1=C2C=NNC2=CC=C1C)C=1C(=NN(C1)C)NC1=NC=CC=C1)C(=O)N